6-(isopropyl(methyl)amino)-2-(6-(5-methyl-4-phenyl-4H-1,2,4-triazol-3-yl)pyridin-2-yl)-4-((methylamino)methyl)-2,3-dihydro-1H-pyrrolo[3,4-c]pyridin-1-one C(C)(C)N(C1=CC2=C(C(=N1)CNC)CN(C2=O)C2=NC(=CC=C2)C2=NN=C(N2C2=CC=CC=C2)C)C